CN(S(=O)(=O)N1C=C(C=2C1=NC(=CN2)N2C[C@H]([C@H](CC2)NC(OC(C)(C)C)=O)F)I)C tert-butyl N-[(3R,4S)-1-[5-(dimethylsulfamoyl)-7-iodo-5H-pyrrolo[2,3-b]pyrazin-3-yl]-3-fluoropiperidin-4-yl]carbamate